8-Cyclopentyl-N-(3-fluoro-5-(1-(thiazol-4-yl)-1H-pyrazol-4-yl)benzyl)-7H-purine-6-carboxamide C1(CCCC1)C1=NC2=NC=NC(=C2N1)C(=O)NCC1=CC(=CC(=C1)C=1C=NN(C1)C=1N=CSC1)F